ClC1=C(C(=CC=C1)C(=C)C)F 1-Chloro-2-fluoro-3-(prop-1-en-2-yl)benzene